3-(3-bromo-1H-1,2,4-triazol-5-yl)-3-(3-chloro-5-Fluorophenoxy)propan-1-ol BrC1=NNC(=N1)C(CCO)OC1=CC(=CC(=C1)F)Cl